4-ethenyl-1,2-thiazol-3-amine C(=C)C=1C(=NSC1)N